C(C1=CC=CC=C1)(C1=CC=CC=C1)NC=1C=C(C=C2C(C=C(N(C12)C)CO)=O)F 8-((Benzhydryl)amino)-6-fluoro-2-(hydroxymethyl)-1-methylquinolin-4(1H)-one